1-((2R,6S)-4-(2-(4-aminophenoxy)ethyl)-2,6-dimethylpiperazin-1-yl)ethan-1-one TFA salt OC(=O)C(F)(F)F.NC1=CC=C(OCCN2C[C@H](N([C@H](C2)C)C(C)=O)C)C=C1